C(C)(C)(C)OC(=O)N1CC2=CC(=C(C=C2CC1)N)F 6-amino-7-fluoro-3,4-dihydroisoquinoline-2(1H)-carboxylic acid tert-butyl ester